Isononylstearate C(CCCCCC(C)C)OC(CCCCCCCCCCCCCCCCC)=O